4-[(1S)-1-{[8-(2,2-Dimethylpropyl)-7-oxo-pyrido[2,3-d]pyrimidin-2-yl]amino}ethyl]benzamid CC(CN1C(C=CC2=C1N=C(N=C2)N[C@@H](C)C2=CC=C(C(=O)N)C=C2)=O)(C)C